ClC1=CC=C(S1)C(=O)N1CCN(CC1)C1=C(C=CC=C1)N(S(=O)(=O)C=1C=CC2=C(C(=C(O2)C(=O)O)C)C1)CCC1=CC=CC=C1 5-(N-(2-(4-(5-chlorothiophene-2-carbonyl)piperazin-1-yl)phenyl)-N-phenethylsulfamoyl)-3-methylbenzofuran-2-carboxylic acid